N-cyclopropyl-2-(difluoromethoxy)-4-[7-[3-(3-hydroxyazetidin-1-yl)propoxy]imidazo[1,2-a]pyridin-3-yl]-6-methoxy-benzamide C1(CC1)NC(C1=C(C=C(C=C1OC)C1=CN=C2N1C=CC(=C2)OCCCN2CC(C2)O)OC(F)F)=O